Magnesium Sulfate Sulfate S(=O)(=O)([O-])[O-].S(=O)(=O)(O)O.[Mg+2]